C(C1=CC=CC=C1)OC=1C=CC2=C(O[C@@H](CO2)CNC2CCNCC2)C1 ((R)-7-Benzyloxy-2,3-dihydro-benzo[1,4]dioxin-2-ylmethyl)-piperidin-4-yl-amine